S(=O)(=O)([O-])[O-].[Pb+2].BrCC(=O)C1=NC=C(C=C1S(=O)(=O)CC)Br 2-bromo-1-[5-bromo-3-(ethylsulfonyl)pyridin-2-yl]ethanone lead sulfate salt